Ethyl (S)-2'-oxo-1'-((2-(trimethylsilyl)ethoxy)methyl)-1',2',6,7-tetrahydro-4H-spiro[benzofuran-5,3'-pyrrolo[2,3-b]pyridine]-2-carboxylate O=C1[C@@]2(C=3C(=NC=CC3)N1COCC[Si](C)(C)C)CCC1=C(C=C(O1)C(=O)OCC)C2